CN1N=CC2=C(C(=CC=C12)[N+](=O)[O-])CC(=O)OC(C)(C)C tertbutyl 2-(1-methyl-5-nitro-indazol-4-yl)acetate